C1=CCC23C=CC=C(C=C12)C3 3a,7-methanoazulen